(4-pentylnonyl)boronic acid C(CCCC)C(CCCB(O)O)CCCCC